NC=1C(=NC(=C(N1)C1=CC=C(C=C1)F)C1=CN(C(C=C1)=O)C1CC1)C(=O)NCC1=C(C=CC=C1F)F 3-amino-6-(1-cyclopropyl-6-oxo-1,6-dihydropyridin-3-yl)-N-(2,6-difluorobenzyl)-5-(4-fluorophenyl)pyrazine-2-carboxamide